CC1OC=C(C1=O)O methyl-4-hydroxy-3(2H)-furanone